FS(C=1C=C(CNC(=O)[C@H]2[C@@H]3CC[C@H](C2)C3)C=CC1)(F)(F)(F)F |o1:9,10,13| (1R,2R,4S)-rel-N-(3-(pentafluoro-λ6-sulfanyl)benzyl)bicyclo[2.2.1]heptane-2-carboxamide